(1'R,2'R)-5'-methyl-4-(4-phenylbutyl)-2'-(prop-1-en-2-yl)-1',2',3',4'-tetrahydro-[1,1'-biphenyl]-2,6-diol CC=1CC[C@H]([C@@H](C1)C=1C(=CC(=CC1O)CCCCC1=CC=CC=C1)O)C(=C)C